4-(5-(5-(Methoxymethyl)-1-methyl-1H-pyrazol-3-ylamino)-1-methyl-6-oxo-1,6-dihydropyridin-3-yl)-2-(1-oxo-3,4,6,7,8,9-hexahydropyrido[3,4-b]indolizin-2(1H)-yl)nicotinaldehyde COCC1=CC(=NN1C)NC1=CC(=CN(C1=O)C)C1=CC=NC(=C1C=O)N1C(C=2C=C3CCCCN3C2CC1)=O